2-(2-(3,4-difluoro-2-methylphenoxy)-4-methyl-5-(trifluoromethyl)pyridin-3-yl)-4-oxo-1,4-dihydro-1,6-naphthyridine-5-carboxamide monohydrate O.FC=1C(=C(OC2=NC=C(C(=C2C=2NC=3C=CN=C(C3C(C2)=O)C(=O)N)C)C(F)(F)F)C=CC1F)C